3-(4-(2,6-dimethylphenyl)-6-(3-methylbut-1-yn-1-yl)pyridin-2-yl)propanoic acid CC1=C(C(=CC=C1)C)C1=CC(=NC(=C1)C#CC(C)C)CCC(=O)O